N-hexadecyl-2-(3,4-dihydroxyphenyl)-3,7-dihydroxyquinolin-4-one C(CCCCCCCCCCCCCCC)N1C(=C(C(C2=CC=C(C=C12)O)=O)O)C1=CC(=C(C=C1)O)O